N1CC(CC1)N1CCC(CC1)N1C[C@H]2N(C=3C(=NN=C(C3)C3=C(C=CC=C3)O)NC2)CC1 2-((6aS)-8-(1-(pyrrolidin-3-yl)piperidin-4-yl)-6,6a,7,8,9,10-hexahydro-5H-pyrazino[1',2':4,5]pyrazino[2,3-c]pyridazin-2-yl)phenol